(S)-6-chloro-2-((2-(pyrrolidin-1-yl)propyl)thio)-1,4-dihydroquinazoline ClC=1C=C2CN=C(NC2=CC1)SC[C@H](C)N1CCCC1